tert-butyl 4-(7-(2-((tert-butoxycarbonyl)amino)-7-fluorobenzo[d]thiazol-4-yl)-6-chloro-8-hydroxyquinazolin-4-yl)piperazine-1-carboxylate C(C)(C)(C)OC(=O)NC=1SC2=C(N1)C(=CC=C2F)C2=C(C=C1C(=NC=NC1=C2O)N2CCN(CC2)C(=O)OC(C)(C)C)Cl